CN(C1=C(C=CC=C1)NS(=O)(=O)CC(=O)O)C 2-([2-(DIMETHYLAMINO)PHENYL]SULFAMOYL)ACETIC ACID